5,6-dimethoxy-N-(3-methoxypropyl)-N-methylbenzo[b]thiophene-2-carboxamide COC1=CC2=C(SC(=C2)C(=O)N(C)CCCOC)C=C1OC